tert-butyl 4-((2-(1-(4-chloro-3-(2,4-dioxotetrahydropyrimidin-1(2H)-yl) benzoyl) piperidin-4-yl) ethoxy) methyl)-4-methoxypiperidine-1-carboxylate ClC1=C(C=C(C(=O)N2CCC(CC2)CCOCC2(CCN(CC2)C(=O)OC(C)(C)C)OC)C=C1)N1C(NC(CC1)=O)=O